N-(1-(2-(((1H-pyrrolo[3,2-c]pyridin-2-yl)methyl)amino)-2-oxoethyl)-6-oxo-2-phenyl-1,6-dihydropyrimidin-5-yl)-4-(4-phenoxyphenyl)butanamide N1C(=CC=2C=NC=CC21)CNC(CN2C(=NC=C(C2=O)NC(CCCC2=CC=C(C=C2)OC2=CC=CC=C2)=O)C2=CC=CC=C2)=O